CC1(CC(C2C(CCC1C2=C)(C)C)O)C 4,4,8,8-tetramethyl-9-methylene-bicyclo[3.3.1]nonan-2-ol